COCCN1C=NC=2C1=NC(=CC2N2CCOCC2)N\N=C(\C2=CC(=CC=C2)C)/N(C)C (Z)-N'-(3-(2-methoxyethyl)-7-morpholino-3H-imidazo[4,5-b]pyridin-5-yl)-N,N,3-trimethylbenzohydrazonamide